5-[(1S)-1-methoxyethyl]-1-(pyridin-2-yl)-1H-pyrazol-4-amine hydrochloride Cl.CO[C@@H](C)C1=C(C=NN1C1=NC=CC=C1)N